COC1=C(CNC=2C=3N(C4=CC(=C(C=C4N2)C)C(=O)O)C=NC3)C=CC(=C1)OC 4-((2,4-dimethoxybenzyl)amino)-7-methylimidazo[1,5-a]quinoxaline-8-carboxylic acid